3-(5-amino-4-oxo-benzo[d][1,2,3]triazin-3(4H)-yl)piperidine-2,6-dione NC1=CC=CC=2N=NN(C(C21)=O)C2C(NC(CC2)=O)=O